ClC1=CC=C2C(=C(NC2=C1Cl)C(=O)NNC(C(F)(F)F)=N)C=1C=NN(C1)C1OCCCC1 6,7-dichloro-3-(1-(tetrahydro-2H-pyran-2-yl)-1H-pyrazol-4-yl)-N'-(2,2,2-trifluoro-1-iminoethyl)-1H-indole-2-carbohydrazide